C1(=CC=CC=C1)C=1C=C2C(CCNC2=CC1)C(=O)N 6-phenyl-1,2,3,4-tetrahydroquinoline-4-carboxamide